BrC=1N=C(N2C1C(=NC=C2)Cl)[C@H]2CC[C@@H]1N(C(N(CC1)C)=O)C2 trans-7-(1-bromo-8-chloroimidazo[1,5-a]pyrazin-3-yl)-2-methyloctahydro-1H-pyrido[1,2-c]pyrimidin-1-one